p-xylyleneGlycol C1(=CC=C(C=C1)CO)CO